C(C=C)OC1=C(C=C(C=C1)/C=C/C(=O)NC([C@@H](NNCC)CCSC)=O)OC (E)-3-(4-(allyloxy)-3-methoxyphenyl)-N-(ethylaminomethionyl)acrylamide